FC1=C(C(=CC=C1)C)N1CCC(CC1)N1C(N(C=2C(C1)=CN(N2)C2CNC2)CC2=C(C=CC=C2)C(F)(F)F)=O 3-[5-[1-(2-Fluoro-6-methyl-phenyl)-piperidin-4-yl]-6-oxo-7-(2-trifluoromethyl-benzyl)-4,5,6,7-tetrahydro-pyrazolo[3,4-d]pyrimidin-2-yl]-azetidin